N-(5-bromo-2-methoxyphenyl)-7-methoxy-6-(piperidin-4-yloxy)quinazolin-4-amine BrC=1C=CC(=C(C1)NC1=NC=NC2=CC(=C(C=C12)OC1CCNCC1)OC)OC